CC(C1=CC=CC=C1)C1=C(C(=CC(=C1)C)C(C1=CC=CC=C1)C)O 2,6-bis(α-methylbenzyl)-4-methylphenol